Benz[a]Pyren C1=CC=C2C=CC=3C=C4C(=C5C=CC1=C2C53)C=CC=C4